C(C1=CC=CC=C1)(=O)N1C(N(C=C(C1=O)C)CC1(CCC2(OCCO2)CC1)COCC1=CC=CC=C1)=O 3-Benzoyl-1-[[8-(benzyloxymethyl)-1,4-dioxaspiro[4.5]decan-8-yl]methyl]-5-methyl-pyrimidine-2,4-dione